S1C(=NC2=C1C=CC=C2)\C(\CC(=O)O)=C\C=2C(=NN(C2)C)C=2C=NC(=CC2)Cl (E)-3-(benzo[d]thiazol-2-yl)-4-(3-(6-chloropyridin-3-yl)-1-methyl-1H-pyrazol-4-yl)but-3-enoic acid